CN1N=CC(=C1B1OC(C(O1)(C)C)(C)C)C#N 1-methyl-5-(4,4,5,5-tetramethyl-1,3,2-dioxaborolan-2-yl)-1H-pyrazole-4-carbonitrile